1,4-bis(3-aminophenoxy)-2,3-bis(trifluoromethyl)benzene NC=1C=C(OC2=C(C(=C(C=C2)OC2=CC(=CC=C2)N)C(F)(F)F)C(F)(F)F)C=CC1